N-[(6-Amino-2-pyridyl)sulfonyl]-6-(4-chlorophenyl)-2-(2,4,6-trimethylphenoxy)pyridin-3-carboxamid NC1=CC=CC(=N1)S(=O)(=O)NC(=O)C=1C(=NC(=CC1)C1=CC=C(C=C1)Cl)OC1=C(C=C(C=C1C)C)C